6-(6,7-dimethoxyquinazoline-4-oxy)-N,2-dimethyl-benzofuran-3-carboxamide COC=1C=C2C(=NC=NC2=CC1OC)OC1=CC2=C(C(=C(O2)C)C(=O)NC)C=C1